N-(4-methyl-3-pyridin-2-ylphenyl)-1-(trifluoromethyl)-3-azabicyclo[3.1.0]hexane-3-carboxamide CC1=C(C=C(C=C1)NC(=O)N1CC2(CC2C1)C(F)(F)F)C1=NC=CC=C1